N1CCC(CC1)N1C=CC2=CC(=CC=C12)N1C(NC(CC1)=O)=O 1-(1-(Piperidin-4-yl)-1H-indol-5-yl)dihydropyrimidine-2,4(1H,3H)-dione